N-[(3,4-difluorophenyl)methyl]-6-(1H-pyrazol-4-yl)-1H-indole-3-carboxamide FC=1C=C(C=CC1F)CNC(=O)C1=CNC2=CC(=CC=C12)C=1C=NNC1